2-Chloro-4-(6-cyano-1-methyl-1H-indol-4-yl)pyrimidine-5-carboxylic acid isopropyl ester C(C)(C)OC(=O)C=1C(=NC(=NC1)Cl)C1=C2C=CN(C2=CC(=C1)C#N)C